O=C1CCN(CC1)C(=O)[O-] 4-Oxopiperidine-1-carboxylate